NC1=C(C2=C(N=C(N=C2C=2N=CSC2NC(=O)OC(C)(C)C)C)N1C1=C(C(=CC=C1C)OC)C)C(=O)OC methyl 6-amino-4-(5-((tert-butoxycarbonyl) amino) thiazol-4-yl)-7-(3-methoxy-2,6-dimethylphenyl)-2-methyl-7H-pyrrolo[2,3-d]pyrimidine-5-carboxylate